4-(1,1-Difluoroethyl)-2-fluoro-N-(imidazo[1,2-a]pyridin-7-ylcarbamoyl)benzamide FC(C)(F)C1=CC(=C(C(=O)NC(NC2=CC=3N(C=C2)C=CN3)=O)C=C1)F